FC1=C(C=CC(=C1)F)C=1OC2=C(C=C(C=C2C(C1)=O)C)[C@@H](C)NC=1C(=NC=CC1)C(=O)OC methyl (R)-3-((1-(2-(2,4-difluorophenyl)-6-methyl-4-oxo-4H-chromen-8-yl)ethyl)amino)pyridinecarboxylate